(S)-5-chloro-1-(4-chlorobenzyl)-N-(1-(methylamino)-1-oxo-3-(2-(6-phenylpyridin-3-yl)phenyl)propan-2-yl)-2-oxo-1,2-dihydropyridine-3-carboxamide ClC=1C=C(C(N(C1)CC1=CC=C(C=C1)Cl)=O)C(=O)N[C@H](C(=O)NC)CC1=C(C=CC=C1)C=1C=NC(=CC1)C1=CC=CC=C1